methyl 4-butyl-1-(4-chloro-2-methylphenyl)-3-(4-fluorophenyl)-5-methyl-4,5-dihydro-1H-pyrazole-5-carboxylate C(CCC)C1C(=NN(C1(C(=O)OC)C)C1=C(C=C(C=C1)Cl)C)C1=CC=C(C=C1)F